FC1=CC(=CC(=C1)S(=O)(=O)C(F)(F)F)C 1-fluoro-3-methyl-5-trifluoromethanesulfonylbenzene